5-(4-amino-2,6-dichlorophenoxy)-3-methyl-1-((2-(trimethylsilyl)ethoxy)methyl)-1H-benzo[d]imidazol-2(3H)-one NC1=CC(=C(OC2=CC3=C(N(C(N3C)=O)COCC[Si](C)(C)C)C=C2)C(=C1)Cl)Cl